5-(2-cyanopropan-2-yl)-N-(6-methyl-5-(7-(methylamino)-1,6-naphthyridin-3-yl)pyridin-3-yl)nicotinamide C(#N)C(C)(C)C=1C=NC=C(C(=O)NC=2C=NC(=C(C2)C=2C=NC3=CC(=NC=C3C2)NC)C)C1